C(C)(=O)C1=NN(C(=C1)C1(CC2CC(CC2C1)C=1N=CN(C1C(=O)NC1=CC(=C(C=C1)F)Cl)C)O)C 4-(5-(3-acetyl-1-methyl-1H-pyrazol-5-yl)-5-hydroxyoctahydro-pentalen-2-yl)-N-(3-chloro-4-fluorophenyl)-1-methyl-1H-imidazole-5-carboxamide